N-((5S,8S)-8-(2-chloro-5-fluorophenyl)-5-methyl-3-(methylcarbamoyl)-6-oxo-5,6,7,8-tetrahydroimidazo[1,5-a]pyrazin-1-yl)benzo[d]isothiazole-3-carboxamide ClC1=C(C=C(C=C1)F)[C@H]1C=2N([C@H](C(N1)=O)C)C(=NC2NC(=O)C2=NSC1=C2C=CC=C1)C(NC)=O